9-(3-tert-butylphenyl)acridine C(C)(C)(C)C=1C=C(C=CC1)C=1C2=CC=CC=C2N=C2C=CC=CC12